1-butyl-3-methylimidazolium 3-mercaptobenzoate SC=1C=C(C(=O)[O-])C=CC1.C(CCC)N1C=[N+](C=C1)C